8-cyclopentyl-7-oxo-2-((2,3,4,5-tetrahydro-1H-benzo[c]azepin-8-yl)amino)-7,8-dihydropyrido[2,3-d]pyrimidine-6-carbonitrile C1(CCCC1)N1C(C(=CC2=C1N=C(N=C2)NC=2C=CC1=C(CNCCC1)C2)C#N)=O